(2R,3R,4R,5R)-5-(2-amino-6-(methylamino)-9H-purin-9-yl)-4-fluoro-2-(((bis-((pivaloyloxy)methoxy)phosphoryl) oxy)methyl)-4-methyltetrahydrofuran-3-yl propanoate C(CC)(=O)O[C@@H]1[C@H](O[C@H]([C@]1(C)F)N1C2=NC(=NC(=C2N=C1)NC)N)COP(=O)(OCOC(C(C)(C)C)=O)OCOC(C(C)(C)C)=O